C(C)(=O)C1=C(C=C(C=C1OCC)[C@@H](C)N(C(=O)NC1(CC1)C=1N=NN(N1)C(C1=CC=CC=C1)(C1=CC=CC=C1)C1=CC=CC=C1)CCO[C@@H](C)C1=CC=CC=C1)OCC N-[(1R)-1-(4-acetyl-3,5-diethoxyphenyl)ethyl]-N-{2-[(1S)-1-phenylethoxy]ethyl}-N'-{1-[2-(triphenylmethyl)-2H-tetrazol-5-yl]cyclopropyl}urea